CN1N=CC(=N1)S(=O)(=O)N 2-Methyl-2H-1,2,3-triazole-4-sulfonamide